[Mg].CC=1C(=C(C=CC1)O)C dimethylphenol magnesium